2-Chloro-4-((R)-8-(6-(3-((4-(3-(((S)-2,6-dioxopiperidin-3-yl)amino)phenyl)piperidin-1-yl)methyl)azetidine-1-carbonyl)pyridazin-3-yl)-3-methyl-2,8-diazaspiro[4.5]decan-2-yl)benzonitrile ClC1=C(C#N)C=CC(=C1)N1CC2(C[C@H]1C)CCN(CC2)C=2N=NC(=CC2)C(=O)N2CC(C2)CN2CCC(CC2)C2=CC(=CC=C2)N[C@@H]2C(NC(CC2)=O)=O